(tert-butyl)6-methyl-5-methyl-2H-spiro[benzofuran-3,4'-piperidine] C(C)(C)(C)N1CCC2(CC1)COC1=C2C=C(C(=C1)C)C